(5aR,5bS,7aS,8S,10aS,10bR)-5a,7a-dimethyl-2-(pyrimidin-2-ylamino)-5,5a,5b,6,7,7a,8,9,10,10a,10b,11-dodecahydro-4H-cyclopenta[7,8]phenanthro[2,1-d]thiazol-8-yl butyrate C(CCC)(=O)O[C@H]1CC[C@@H]2[C@@]1(CC[C@@H]1[C@]3(CCC=4N=C(SC4C3=CC[C@@H]21)NC2=NC=CC=N2)C)C